8-((tert-butoxycarbonyl)(methyl)amino)-6-chloroimidazo[1,2-B]pyridazine-3-carboxylic acid C(C)(C)(C)OC(=O)N(C=1C=2N(N=C(C1)Cl)C(=CN2)C(=O)O)C